3-phenyl-4-n-propyl-1-(pyridin-2-yl)-1H-pyrazol-5-ol C1(=CC=CC=C1)C1=NN(C(=C1CCC)O)C1=NC=CC=C1